C(CCCCCCCCCCC)(=O)Br lauric acid bromide